methyl 4-chloro-7-fluoro-1H-pyrrolo[3,2-c]pyridine-2-carboxylate ClC1=NC=C(C2=C1C=C(N2)C(=O)OC)F